(3R)-3-fluoropyrrolidin-1-yl(cyclopentyl)-5-(trifluoromethyl)pyrimidin-2-amine F[C@H]1CN(CC1)C1=C(C(=NC(=N1)N)C1CCCC1)C(F)(F)F